5-(1-(2-(6-(Trifluoromethyl)imidazo[1,2-a]pyrazin-3-yl)pyrimidin-4-yl)piperidin-3-yl)oxazole FC(C=1N=CC=2N(C1)C(=CN2)C2=NC=CC(=N2)N2CC(CCC2)C2=CN=CO2)(F)F